2-(adamantan-2-yl)-N-(7-((4-(((R)-1-(3-bromophenyl)ethyl)amino)-6-methoxy-2-methylquinazolin-7-yl)oxy)heptyl)acetamide C12C(C3CC(CC(C1)C3)C2)CC(=O)NCCCCCCCOC2=C(C=C3C(=NC(=NC3=C2)C)N[C@H](C)C2=CC(=CC=C2)Br)OC